OC[C@H]1CN(CCN1)C=1N=CC2=C(N1)CCN(C2)C(=O)OC(C)(C)C tert-butyl 2-[(3R)-3-(hydroxymethyl)piperazin-1-yl]-5H,6H,7H,8H-pyrido[4,3-d]pyrimidine-6-carboxylate